O=C1OCC2(C1)CCN(CC2)C(=O)OC(C)(C)C tert-butyl 3-oxo-2-oxa-8-azaspiro[4.5]decane-8-carboxylate